8-(bicyclo[1.1.1]pent-1-yl)-N-(3-fluoro-5-(1-methyl-1H-pyrazol-4-yl)benzyl)-7H-purine-6-carboxamide C12(CC(C1)C2)C2=NC1=NC=NC(=C1N2)C(=O)NCC2=CC(=CC(=C2)C=2C=NN(C2)C)F